1-Methyl-4-(1-(5-(trifluoromethyl)pyrimidin-2-yl)piperidin-4-yl)-1,4-dihydroquinoxaline CN1C=CN(C2=CC=CC=C12)C1CCN(CC1)C1=NC=C(C=N1)C(F)(F)F